(-)-4-(4-{[2,4-Bis(difluoromethyl)phenoxy]methyl}-3-methoxyphenyl)-2H,4H,5H,6H,7H-pyrazolo[3,4-b]pyridin-6-on FC(C1=C(OCC2=C(C=C(C=C2)C2C=3C(NC(C2)=O)=NNC3)OC)C=CC(=C1)C(F)F)F